C(C)(=O)O.C(CCCCCCCCCCCCC)N myristylamine acetate